C1=CC=CC=2C1=C1C=CC=CC1=CC2 benzo[a]naphthalene